ClC1=CC=C(C=C1)NC=1C=C2C=CN(C2=CC1)C1=NC(=CC=C1)[N+](=O)[O-] N-(4-chlorophenyl)-1-(6-nitropyridin-2-yl)-1H-indol-5-amine